NC(C(=O)C1=C(C=C(C=C1C(C)C)C(C)C)C(C)C)C1=CC=CC=C1 2-amino-2-phenyl-1-(2,4,6-triisopropylphenyl)ethan-1-one